2-(2,6-dioxopiperidin-3-yl)-5-(4-(2-fluoro-5-methoxy-4-((4-((2-methyl-3-oxoisoindolin-4-yl)oxy)-5-(trifluoromethyl)pyrimidin-2-yl)amino)phenethyl)piperazin-1-yl)-isoindoline-1,3-dione O=C1NC(CCC1N1C(C2=CC=C(C=C2C1=O)N1CCN(CC1)CCC1=C(C=C(C(=C1)OC)NC1=NC=C(C(=N1)OC1=C2C(N(CC2=CC=C1)C)=O)C(F)(F)F)F)=O)=O